CC([C@@H](C(N1[C@@H](CCC1)C(=O)N1[C@@H](COCC1)C1=CC=CC=C1)=O)NC(=O)C1=CC2=C(S1)C=CC(=C2)C(F)(F)P(O)(O)=O)(C)C ((2-(((S)-3,3-dimethyl-1-oxo-1-((S)-2-((R)-3-phenylmorpholine-4-carbonyl)pyrrolidin-1-yl)butan-2-yl)carbamoyl)benzo[b]thiophen-5-yl)difluoromethyl)phosphonic acid